5-hexyl-3,3-dimethylcyclopentene C(CCCCC)C1CC(C=C1)(C)C